BrC1=CN(C=2C1=NC=C(C2)C=2C(=NOC2C)C)C(CC#N)C2CC2 3-[3-bromo-6-(3,5-dimethylisoxazol-4-yl)pyrrolo[3,2-b]pyridin-1-yl]-3-cyclopropyl-propanenitrile